C(C)(C)(C)[S@@](=O)N R-(-)-tert-butansulfinamide